1-(((4-methoxy-3-aminobenzyl)oxy)propan-2-yl)-N-t-butoxycarbonyl-7,8-dihydro-6H-pyrazolo[1,5-a]pyrrolo[3,2-e]pyrimidine-3-carboxamide COC1=C(C=C(COCC(C)N2CC(=C3N2C2=C(C=N3)CCN2)C(=O)NC(=O)OC(C)(C)C)C=C1)N